CN1N=NN=C1C=NC1=CC=CC=C1 (1-methyltetrazol-5-yl)-phenyl-methylene-amine